3-methyl-1-p-tolyl-1H-benzo[g]indazol-5-ol CC1=NN(C2=C3C(=C(C=C12)O)C=CC=C3)C3=CC=C(C=C3)C